2-methyl-2h-isothiazolin-3-one CN1SCCC1=O